3-acetyl-8-bromo-5-chloro-2-(isopropylsulfinyl)quinolin-4(1H)-one C(C)(=O)C1=C(NC2=C(C=CC(=C2C1=O)Cl)Br)S(=O)C(C)C